butyl (2-(1-(2-(2,6-dioxopiperidin-3-yl)-1,3-dioxoisoindolin-5-yl)piperidin-4-yl)ethyl)carbamate O=C1NC(CCC1N1C(C2=CC=C(C=C2C1=O)N1CCC(CC1)CCNC(OCCCC)=O)=O)=O